Methyl (S)-4-(1-(1-(4-(3-oxopropyl)-3-(trifluoromethyl)benzyl)-6-(trifluoromethyl)-2,3-dihydro-1H-imidazo[1,2-b]pyrazole-7-carboxamido)ethyl)benzoate O=CCCC1=C(C=C(CN2CCN3N=C(C(=C32)C(=O)N[C@@H](C)C3=CC=C(C(=O)OC)C=C3)C(F)(F)F)C=C1)C(F)(F)F